4-(6-(4-benzylpiperazin-1-yl)pyridin-3-yl)-3-chloro-6-(1-methyl-1H-pyrazol-4-yl)pyrazolo[1,5-a]pyrazine C(C1=CC=CC=C1)N1CCN(CC1)C1=CC=C(C=N1)C=1C=2N(C=C(N1)C=1C=NN(C1)C)N=CC2Cl